(S)-4-(2-(triphenylmethoxy)propoxy)aniline C1(=CC=CC=C1)C(O[C@H](COC1=CC=C(N)C=C1)C)(C1=CC=CC=C1)C1=CC=CC=C1